C1(=CC=CC2=CC=CC=C12)CN(C(C(=O)OCC)=O)CC1=NC=CC=C1 ethyl 2-[1-naphthylmethyl(2-pyridylmethyl)amino]-2-oxo-acetate